[Si](C1=CC=CC=C1)(C1=CC=CC=C1)(C(C)(C)C)OC1=CC=C(CCNC2=C(C#N)C=CC=C2[N+](=O)[O-])C=C1 (4-(tert-butyldiphenylsilyloxy)phenethylamino)-3-nitrobenzonitrile